C(C)(C)N(CCC(=O)N1CCC(CC1)C=1C=C2C(=C(NC2=CC1)C=1C=C(C=2N(C1)N=NN2)C)C(C)C)C 3-(Isopropyl(methyl)amino)-1-(4-(3-isopropyl-2-(8-methyltetrazolo[1,5-a]pyridin-6-yl)-1H-indol-5-yl)piperidin-1-yl)propan-1-on